P(=O)(OC)(OC(C)C)F methyl isopropyl fluorophosphate